3-(3,4-dihydroxyphenylmethylaminocarbonyl)-2,5-dihydroxybenzoic acid OC=1C=C(C=CC1O)CNC(=O)C=1C(=C(C(=O)O)C=C(C1)O)O